Bis(2,4-di-tert-butylphenyl)-3-phenyl-phenylphosphonite C(C)(C)(C)C1=C(C=CC(=C1)C(C)(C)C)C1=C(C(=C(C=C1)P([O-])[O-])C1=C(C=C(C=C1)C(C)(C)C)C(C)(C)C)C1=CC=CC=C1